(R or S)-N-(6-(4-(1-acetylpiperidin-3-yl)-1H-imidazol-1-yl)-5-fluoropyridin-3-yl)-2-(2-fluoro-3-(trifluoromethyl)phenyl)acetamide C(C)(=O)N1C[C@@H](CCC1)C=1N=CN(C1)C1=C(C=C(C=N1)NC(CC1=C(C(=CC=C1)C(F)(F)F)F)=O)F |o1:5|